N-gamma-maleimidobutyroyl-oxysuccinimide C1(C=CC(N1CCCC(=O)ON1C(CCC1=O)=O)=O)=O